4,4'-diheptyl-bipyridine C(CCCCCC)C1=CC(=NC=C1)C1=NC=CC(=C1)CCCCCCC